Bis(4-(trifluoromethyl) phenyl) disulfide FC(C1=CC=C(C=C1)SSC1=CC=C(C=C1)C(F)(F)F)(F)F